N-(5-((4-((4-ethylpiperazin-1-yl)methyl)-3-(trifluoromethyl)phenyl)carbamoyl)-2-methylphenyl)-5-(thiophen-2-yl)nicotinamide C(C)N1CCN(CC1)CC1=C(C=C(C=C1)NC(=O)C=1C=CC(=C(C1)NC(C1=CN=CC(=C1)C=1SC=CC1)=O)C)C(F)(F)F